3-((4-(1-butoxyvinyl)-1-oxo-6-(3-(trifluoromethyl)-1H-pyrazol-4-yl)isoquinolin-2(1H)-yl)methyl)-N-methylbenzamide C(CCC)OC(=C)C1=CN(C(C2=CC=C(C=C12)C=1C(=NNC1)C(F)(F)F)=O)CC=1C=C(C(=O)NC)C=CC1